3-benzyl-6-(4-(trifluoromethyl)benzyl)-2,3,4,6-tetrahydropyrido[3,4-c][1,8]naphthyridine-5(1H)-one C(C1=CC=CC=C1)N1CC=2C(N(C=3N=CC=CC3C2CC1)CC1=CC=C(C=C1)C(F)(F)F)=O